5-(4-(6-fluoro-1H-pyrrolo[3,2-b]pyridin-3-yl)piperidin-1-yl)-2-morpholinobenzo[d]oxazole FC=1C=C2C(=NC1)C(=CN2)C2CCN(CC2)C=2C=CC1=C(N=C(O1)N1CCOCC1)C2